C(#N)C1=C(N(N=C1C1=CC=C(C=C1)CC(=O)NC1=CC(=NO1)C1C(CC1)(C)C)C(C)C)NC(OC(C)(C)C)=O tert-Butyl N-[4-cyano-5-[4-[2-[[3-(2,2-dimethylcyclobutyl) isoxazol-5-yl]amino]-2-oxo-ethyl]phenyl]-2-isopropyl-pyrazol-3-yl]carbamate